7-((7H-pyrrolo[2,3-d]pyrimidin-4-yl)amino)-5-chloro-2-methyl-3H-pyrido[2,1-f][1,2,4]triazine N1=CN=C(C2=C1NC=C2)NC=2C=C(C1=CNC(=NN1C2)C)Cl